FC1(CCOCC1)C(=O)NCC1=NC(=NO1)C=1C=C2C(=CC=CN2C1SC(F)(F)F)N[C@H]1[C@H](CN(CC1)C)F 4-fluoro-N-{[3-(8-{[(3S,4R)-3-fluoro-1-methylpiperidin-4-yl]amino}-3-[(trifluoromethyl)sulfanyl]indolizin-2-yl)-1,2,4-oxadiazol-5-yl]methyl}oxane-4-carboxamide